COC(=O)C=1SC(=C(C1)[N+](=O)[O-])NC1=C(C=CC(=C1)F)Cl 5-[(2-chloro-5-fluorophenyl)amino]-4-nitrothiophene-2-carboxylic acid methyl ester